C(CCCCCCCCCCCCCCCCCCC)C(CO)(O)CO monoicosylglycerol